C(C)(C)(C)OC(=O)NCCCC(=O)NC=1N=C(N(C1)C)C(=O)NCCC(=O)NC=1C=C(N(C1)C)C(=O)NC=1N=C(N(C1)C)C(=O)NCCC(=O)OCC ethyl 3-{[4-(4-{3-[(4-{4-[(tert-butoxycarbonyl)amino] butanamido}-1-methylimidazol-2-yl)formamido]propanamido}-1-methylpyrrole-2-amido)-1-methylimidazol-2-yl] formamido}propanoate